ClC1=CC=CC(=N1)N1N=C(C=C1)NC=1C=C2C=NN(C2=CC1)C1OCCCC1 N-[1-(6-chloro-2-pyridinyl)pyrazol-3-yl]-1-tetrahydropyran-2-yl-indazol-5-amine